ClC1=CC(=C2C(=N1)C=CN2CC)CO (5-chloro-1-ethyl-1H-pyrrolo[3,2-B]pyridin-7-yl)methanol